N1(CCOCC1)NC(=O)C1=NN(C(=C1C)C1=CC=C(C=C1)C#CCCO)C1=C(C=C(C=C1)Cl)Cl 1-(2,4-Dichloro-phenyl)-5-[4-(4-hydroxy-but-1-ynyl)-phenyl]-4-methyl-1H-pyrazole-3-carboxylic acid morpholin-4-ylamide